[2-(PIPERIDIN-1-YLMETHYL)PHENYL]BORONIC ACID HYDROCHLORIDE Cl.N1(CCCCC1)CC1=C(C=CC=C1)B(O)O